FC1=CC=C(C=C1)C1=NC2=C(N1C)C=C(C=C2)C2=CC=C(CN1CCC(CC1)N(C)C)C=C2 1-(4-(2-(4-fluorophenyl)-1-methyl-1H-benzo[d]imidazol-6-yl)benzyl)-N,N-dimethylpiperidin-4-amine